2-[2-(2-methoxyethoxy)ethoxy]benzene-1,4-diamine COCCOCCOC1=C(C=CC(=C1)N)N